19-isothiocyanatoheptatriaconta-6,9,28,31-tetraene N(=C=S)C(CCCCCCCCC=CCC=CCCCCC)CCCCCCCCC=CCC=CCCCCC